4-((((2S,4S)-2-(4-bromobenzyl)-4-hydroxypyrrolidin-2-yl)methyl)amino)-5-chloro-2-fluoro-N-(thiazol-2-yl)benzenesulfonamide BrC1=CC=C(C[C@@]2(NC[C@H](C2)O)CNC2=CC(=C(C=C2Cl)S(=O)(=O)NC=2SC=CN2)F)C=C1